OC1=C(C(=O)NCCO)C=CC(=C1)O 2,4-dihydroxy-N-(2-hydroxyethyl)-benzamide